COC1=CC=C(C=C1)N1N=C2C=C(C=CC2=C1C)N (4-methoxyphenyl)-3-methyl-6-amino-2H-indazole